tert-butyl 4-oleoyloxyphenylacetate C(CCCCCCC\C=C/CCCCCCCC)(=O)OC1=CC=C(C=C1)CC(=O)OC(C)(C)C